FC1=C(OC=2N=NC(=C(C2C(=O)O)C)I)C=CC(=C1)C (2-fluoro-4-methyl-phenoxy)-6-iodo-5-methyl-pyridazine-4-carboxylic acid